ClC=1C=C(OCCCC(=O)O)C=C(C1CC1=C(C(=C(C=C1)O)C(C)C)F)Cl 4-(3,5-dichloro-4-(2-fluoro-4-hydroxy-3-isopropylbenzyl)phenoxy)butanoic acid